BrC1=NNC(C2=CC=CC=C12)=O 4-bromophthalazin-1(2H)-one